(3-trimethoxysilylpropyl)-diethylenetriamine CO[Si](CCCNCCNCCN)(OC)OC